N6-(2-Amino-2-phenyl-propyl)-N4-tert-butyl-1-(trideuteriomethyl)pyrazolo[3,4-d]pyrimidine-4,6-diamine NC(CNC1=NC(=C2C(=N1)N(N=C2)C([2H])([2H])[2H])NC(C)(C)C)(C)C2=CC=CC=C2